2,4-dichloro-5-propoxyaniline ClC1=C(N)C=C(C(=C1)Cl)OCCC